C1(CC1)OC(=O)N1C[C@@H](CC1)NC(=O)OC(C)(C)C (R)-3-((tert-butoxycarbonyl)amino)pyrrolidine-1-carboxylic acid cyclopropyl ester